NC1=NC=C(C(=N1)C1=CC=C(C=C1)NC1=NC(=NC=C1)NC)C N4-(4-(2-amino-5-methylpyrimidin-4-yl)phenyl)-N2-methylpyrimidine-2,4-diamine